(6-(1-(3-(((3R,4S)-4-amino-3-fluoropiperidin-1-yl)sulfonyl)benzyl)piperidin-4-yl)-1-methyl-1H-indazol-3-yl)dihydropyrimidine-2,4(1H,3H)-dione N[C@@H]1[C@@H](CN(CC1)S(=O)(=O)C=1C=C(CN2CCC(CC2)C2=CC=C3C(=NN(C3=C2)C)N2C(NC(CC2)=O)=O)C=CC1)F